C1(CCC12CNCCC2)OC2=NC=CC(=C2)C2=CC=C1C(=N2)N2C(=N1)CC[C@@H]2C2=CC=CC=C2 (8R)-2-(2-(6-azaspiro[3.5]nonan-1-yloxy)pyridin-4-yl)-8-phenyl-7,8-dihydro-6H-pyrrolo[2',1':2,3]imidazo[4,5-b]pyridine